BrC1=CC=C(C=C1)[C@@H]1[C@H]([C@@H](C[C@@H](C1)OC(C)C)C(NC1=C(C=C(C=C1)C(F)(F)F)F)=O)C(=O)OCC1=CC=CC=C1 |r| rac-benzyl (1R,2S,4R,6R)-2-(4-bromophenyl)-6-((2-fluoro-4-(trifluoromethyl)phenyl)carbamoyl)-4-isopropoxycyclohexane-1-carboxylate